FC(C(=O)O)(F)F.FC(C(=O)O)(F)F.CC1(CN(CCN1)C=1C=C2C(NC(=NC2=CC1)C1=NN2C(C(=NC(=C2)C)C)=C1)=O)C 6-(3,3-Dimethylpiperazin-1-yl)-2-(4,6-dimethylpyrazolo[1,5-a]pyrazin-2-yl)quinazolin-4(3H)-one bistrifluoroacetate